C(CCC)C1C=NCC=2N=C(N=C(C21)Cl)C2=CC=CC=C2 butyl-4-chloro-2-phenyl-5,8-dihydropyrido[3,4-d]pyrimidine